OC1=C(N2C(C3=CC(=CC=C13)C=1C=NN(C1)C1=CC=CC=C1)=NC=N2)C(=O)NCC(=O)O (6-hydroxy-9-(1-phenyl-1H-pyrazol-4-yl)-[1,2,4]triazolo[5,1-a]isoquinoline-5-carbonyl)glycine